(±)-2-chloro-N-(3-chloro-4-(trifluoromethyl)phenyl)-6,7,8,9-tetrahydro-5H-5,8-epiminobenzo-[7]annulene-10-carboxamide ClC=1C=CC2=C(CC3CCC2N3C(=O)NC3=CC(=C(C=C3)C(F)(F)F)Cl)C1